C(=C)C=1C=C2CN(C(C2=CC1)=O)C1C(NC(CC1)=O)=O 3-(5-ethenyl-1-oxo-3H-isoindol-2-yl)piperidine-2,6-dione